3-[(1-ethyl-1H-pyrazol-4-yl)methyl]-1-{2-fluoro-5-[(2R)-2-methylmorpholin-4-yl]-3-(propan-2-yl)phenyl}pyridin-2(1H)-one C(C)N1N=CC(=C1)CC=1C(N(C=CC1)C1=C(C(=CC(=C1)N1C[C@H](OCC1)C)C(C)C)F)=O